ClN(S(O)(=O)=O)C1=CC=CC=C1 N-chlorophenylsulfamic acid